methyl 3-({2-[3-(1-acetylpiperidin-4-yl)-5'-fluoro-1'-methyl-[4,6'-biindazol]-1-yl]acetamido}methyl)-4-fluorobenzoate C(C)(=O)N1CCC(CC1)C1=NN(C=2C=CC=C(C12)C1=C(C=C2C=NN(C2=C1)C)F)CC(=O)NCC=1C=C(C(=O)OC)C=CC1F